(R)-2-methyl-N-(8-azaspiro[4.5]decan-1-yl)propane-2-sulfinamide CC(C)(C)[S@@](=O)NC1CCCC12CCNCC2